3-cyclopropyl-2-(2-methylpyridin-4-yl)-5-(piperidin-4-yl)-1H-indole C1(CC1)C1=C(NC2=CC=C(C=C12)C1CCNCC1)C1=CC(=NC=C1)C